2,5-bis-(5-tertiary butyl-2-benzoxazolyl)thiophene C(C)(C)(C)C=1C=CC2=C(N=C(O2)C=2SC(=CC2)C=2OC3=C(N2)C=C(C=C3)C(C)(C)C)C1